CC1=NON=C1C1=NC2=C(N1CC=1C=NC(=CC1)S(=O)(=O)C)C=CC=C2 3-methyl-4-[1-[(6-(methylsulfonyl)pyridin-3-yl)methyl]benzimidazol-2-yl]-1,2,5-oxadiazole